CC=1C=C2C(N(C(=NC2=C(C1)C(C)NC1=C(C(=O)OC)C=CC=C1)N1CCOCC1)CC(F)(F)F)=O methyl 2-[1-[6-methyl-2-morpholino-4-oxo-3-(2,2,2-trifluoroethyl)quinazolin-8-yl]ethylamino]benzoate